FC(C1=NN=C2N1C=CC(=C2)/C=C/C(=O)OCC)(F)F ethyl (E)-3-(3-(trifluoromethyl)-[1,2,4]triazolo[4,3-a]pyridin-7-yl)acrylate